C(CCC)OC=1C=CC(=NC1)S(=O)(=O)N 5-butoxypyridin-2-sulfonamide